1,5-Diamino-methyl-3-azapentan NC(CNCCN)C